Cl.NCCC1=CC=C(S1)C(CSC1=NC(=NC2=CC=CC=C12)C(F)(F)F)=O 1-(5-(2-aminoethyl)thiophen-2-yl)-2-((2-(trifluoromethyl)quinazolin-4-yl)thio)ethanone hydrochloride